[N+](=O)([O-])C1=NN(C=C1)C1=CC=C(C#N)C=C1 4-(3-nitro-1H-pyrazol-1-yl)benzonitrile